C(C(CC(=O)[O-])C(=O)[O-])C(=O)[O-] The molecule is a tricarboxylic acid trianion resulting from the removal of a proton from each of the carboxy groups of tricarballylic acid. It is a conjugate base of a tricarballylic acid.